C(C=C)(=O)OC[Si](OC)(OC)C acryloyloxymethylmethyl-Dimethoxysilane